NC=1C(N(C2=C(N1)SC(=C2)C(=O)NCCCNCCCCNCCCN)C2=CC1=C(OCCN1C1=CC=CC=C1)C=C2)=O 3-amino-N-(3-((4-((3-aminopropyl)amino)butyl)amino)propyl)-2-oxo-1-(4-phenyl-3,4-dihydro-2H-benzo[b][1,4]oxazin-6-yl)-1,2-dihydrothieno[2,3-b]pyrazine-6-carboxamide